C12(CC3CC(CC(C1)C3)C2)CN2N=CC(=C2C)C2=C(C=3C=CC(=NC3C=C2)Cl)C(=O)OC methyl 6-(1-(adamantan-1-ylmethyl)-5-methyl-1H-pyrazol-4-yl)-2-chloroquinoline-5-carboxylate